(1-(((1R)-2,2-difluorocyclopropyl)methyl)-1H-pyrazol-4-yl)-7-fluoro-8-methoxy-2-(trifluoromethyl)-4H-pyrido[1,2-a]pyrimidin-4-one FC1([C@H](C1)CN1N=CC(=C1)C1=C(N=C2N(C1=O)C=C(C(=C2)OC)F)C(F)(F)F)F